FC=1C=C(C(=NC1)N1CCN(CC1)C(=O)C=1C=C2C=C(NC2=C(C1)B1OC(C(O1)(C)C)(C)C)C=1CN(CCC1)C(=O)OC(C)(C)C)OC Tert-butyl 3-(5-(4-(5-fluoro-3-methoxypyridin-2-yl)piperazine-1-carbonyl)-7-(4,4,5,5-tetramethyl-1,3,2-dioxaborolan-2-yl)-1H-indol-2-yl)-5,6-dihydropyridine-1(2H)-carboxylate